O=CCNC(=O)C=1C(=C(C(=O)O)C=CC1)C1=CC=C2C=CC=NC2=C1 2-oxoethylcarbamoyl-quinolin-7-yl-benzoic acid